[3-(4-formylanilino)phenyl]prop-2-enamide C(=O)C1=CC=C(NC=2C=C(C=CC2)C(C(=O)N)=C)C=C1